BrC1=CC=C(C=C1)[C@H](C)NC(=O)C=1C=C2C=CN(C2=CC1)CC1=C(C=CC=C1)C1=CC=C(C=C1)C(=O)OCC (S)-Ethyl 2'-((5-((1-(4-bromophenyl)ethyl)carbamoyl)-1H-indol-1-yl)methyl)-[1,1'-biphenyl]-4-carboxylate